BrC=1N=C(N(N1)C1=CC=C(C=C1)OC(F)(F)F)NS(=O)(=O)C N-[5-bromo-2-[4-(trifluoromethoxy)phenyl]-1,2,4-triazol-3-yl]methanesulfonamid